2-(1H-benzo[d]imidazol-2-yl)-4-cresol N1C(=NC2=C1C=CC=C2)C2=CC(=CC=C2O)C